2-((R*)-3,3-difluoro-4-(((5-fluoro-6-((S)-3-(5-(trifluoromethyl)pyridin-2-yl)morpholino)pyrimidin-4-yl)amino)methyl)piperidin-1-yl)acetamide FC1(CN(CC[C@@H]1CNC1=NC=NC(=C1F)N1[C@H](COCC1)C1=NC=C(C=C1)C(F)(F)F)CC(=O)N)F |o1:6|